[3-[(5-fluoro-2-pyridyl)amino]-1-(2,2,2-trifluoroethyl)pyrazolo[4,3-c]pyridin-6-yl]-(4-hydroxypiperidin-1-yl)methanone FC=1C=CC(=NC1)NC1=NN(C2=C1C=NC(=C2)C(=O)N2CCC(CC2)O)CC(F)(F)F